undecyl 12-bromododecanoate BrCCCCCCCCCCCC(=O)OCCCCCCCCCCC